CC1(CCC=2NC3=CC=CC=C3C2C1)C 3,3-Dimethyl-1,2,3,4-tetrahydro-9H-carbazole